3-(2-Bromophenyl)-2-fluoropyridine BrC1=C(C=CC=C1)C=1C(=NC=CC1)F